C(=O)O.C(C)OC1CCC(CC1)N1N=C(C(=C1)NC(=O)C=1OC(=CC1)C=1C=NNC1)C1=NC=CC=C1 N-(1-((1r,4r)-4-ethoxycyclohexyl)-3-(pyridin-2-yl)-1H-pyrazol-4-yl)-5-(1H-pyrazol-4-yl)furan-2-carboxamide formate